C(C)C(C(=O)[O-])CCCC.C(C)C(C(=O)[O-])CCCC.O[Al+2] hydroxyaluminum bis(2-ethyl hexanoate)